ClC=1C=CC=2N(C1)C=C(N2)C(C(=O)O)CC 2-{6-Chloroimidazo[1,2-a]pyridin-2-yl}butanoic acid